O[C@@H](C(=O)O)CC(=O)O.OC1=CC=C(C=C1)C1(CC(CC(C1)C)(C)C)C1=CC=C(C=C1)O 1,1-bis-(4-hydroxyphenyl)-3,3,5-trimethyl-cyclohexane (R)-2-hydroxy-succinate